ClC1=CC2=C(N(C(N=C2N2[C@H](CN(CC2)C(C=C)=O)C)=O)C=2C(=NC=CC2)C(C)(C)C)N=C1C1=C(C=CC=C1)F 6-chloro-7-(2-fluorophenyl)-1-(2-(2-methyl-2-propanyl)-3-pyridinyl)-4-((2S)-2-methyl-4-(2-propenoyl)-1-piperazinyl)pyrido[2,3-d]pyrimidin-2(1H)-one